1-(4-fluorophenyl)-2,5-dimethyl-1H-imidazol FC1=CC=C(C=C1)N1C(=NC=C1C)C